NC1=C2C(=NC=3CCCCC13)N(C(=C2C)C)CC(=O)NC(C(=O)N(C)C2=CC1=C(OCO1)C=C2)CC2=CC=CC=C2 2-(2-(4-amino-2,3-dimethyl-5,6,7,8-tetrahydro-1H-pyrrolo[2,3-b]quinolin-1-yl)acetamido)-N-(benzo[d][1,3]dioxol-5-yl)-N-methyl-3-phenylpropanamide